(S)-(7-(3,4-dimethoxyphenyl)pyrazolo[1,5-a]pyrimidin-2-yl)(3-methyl-4-(2-methylbenzoyl)piperazin-1-yl)methanone COC=1C=C(C=CC1OC)C1=CC=NC=2N1N=C(C2)C(=O)N2C[C@@H](N(CC2)C(C2=C(C=CC=C2)C)=O)C